methyl 5,7-dichloro-2-[(4-chlorophenyl) methyl]-1-oxo-3,4-dihydroisoquinoline-6-carboxylate ClC1=C2CCN(C(C2=CC(=C1C(=O)OC)Cl)=O)CC1=CC=C(C=C1)Cl